ClC1=NN=C(C=2C1=CN(C(C2)=O)C2(CC2)C)C 4-chloro-1-methyl-6-(1-methylcyclopropyl)pyrido[3,4-d]pyridazin-7-one